2-(2,2-difluoroethoxy)-6-isopropyl-7-(3,4,5-trifluorophenyl)-3H-imidazo[2,1-f][1,2,4]triazin-4-one FC(COC1=NN2C(C(N1)=O)=NC(=C2C2=CC(=C(C(=C2)F)F)F)C(C)C)F